4-ethoxy-N-(2-fluoro-4'-hydroxy-3'-(1-methyl-1H-pyrazol-4-yl)-[1,1'-Biphenyl]-4-yl)-1-(4-fluorophenyl)-2-oxo-1,2-dihydropyridine-3-carboxamide C(C)OC1=C(C(N(C=C1)C1=CC=C(C=C1)F)=O)C(=O)NC1=CC(=C(C=C1)C1=CC(=C(C=C1)O)C=1C=NN(C1)C)F